4-Hydroxy-3-(methylsulfonyl)-benzaldehyde OC1=C(C=C(C=O)C=C1)S(=O)(=O)C